(R)-N-((S)-1-(2-Fluoro-5-(((R)-tetrahydrofuran-3-yl)oxy)phenyl)ethyl)-2-methylpropane-2-Sulfenamide FC1=C(C=C(C=C1)O[C@H]1COCC1)[C@H](C)NSC(C)(C)C